2-chlorobenzo[b]benzo[4,5]thieno[2,3-g]benzofuran ClC=1C=CC2=C(C=3C(=CC=C4C5=C(OC43)C=CC=C5)S2)C1